COC1=CC(=NC=N1)C=1C=CC(=C(C1)O)C=1N=NC(=CC1)N1CC(CC1)NC1CC(C1)F 5-(6-methoxypyrimidin-4-yl)-2-[6-(3-{[(1s,3s)-3-fluorocyclobutyl]amino}pyrrolidin-1-yl)pyridazin-3-yl]phenol